1-Methyl-4-(((3-(3-(trifluoromethoxy)phenyl)imidazo[1,2-b]pyridazin-6-yl)amino)methyl)piperidine CN1CCC(CC1)CNC=1C=CC=2N(N1)C(=CN2)C2=CC(=CC=C2)OC(F)(F)F